FC1=C(OC2=NC=CC=C2)C=CC(=C1)NC(=O)C=1C=NN(C1C(F)(F)F)C1=NC=CC=C1F (2-fluoro-4-(1-(3-fluoropyridin-2-yl)-5-(trifluoromethyl)-1H-pyrazole-4-carboxamido)phenoxy)pyridine